C(=O)(O)C=1C=C(C=CC1C(=O)O)C(C(F)(F)F)(C(F)(F)F)C1=CC(=C(C=C1)C(=O)O)C(=O)O 2,2-bis-(3,4-dicarboxyphenyl)hexafluoropropane